8-(4-(5-(difluoromethyl)-1,2,4-oxadiazol-3-yl)phenyl)-N-methyl-6,9-dioxo-5-(4-(trifluoromethyl)benzyl)-2,5,8-triazaspiro[3.5]nonane-2-carboxamide FC(C1=NC(=NO1)C1=CC=C(C=C1)N1CC(N(C2(CN(C2)C(=O)NC)C1=O)CC1=CC=C(C=C1)C(F)(F)F)=O)F